C(CCCCCCCCCCCCCCCCC)OC(CCCCCCCCCCCCCCCCCCC)=O Stearylarachidat